1-(5-(2,4-difluorophenyl)-1-((3-fluorophenyl)sulfonyl)-4-methoxy-1H-pyrrol-3-yl)-N-methylmethanamine hydrochloride Cl.FC1=C(C=CC(=C1)F)C1=C(C(=CN1S(=O)(=O)C1=CC(=CC=C1)F)CNC)OC